OC[C@@H](C[C@@H]1C2(C3=CC=CC=C3C1)CCC1(CC2)NC(NC1=O)=O)C (1'S,1''R,2''S)-2''-[(2R)-3-hydroxy-2-methylpropyl]-2'',3''-dihydrodispiro[imidazolidine-4,1'-cyclohexane-4',1''-indene]-2,5-dione